[C@H]12CN(C[C@H](CC1)N2)C2=C(C=C(C=C2)C2=NC=NC1=CC=C(C=C21)Br)F 4-(4-((1R,5S)-3,8-diazabicyclo[3.2.1]octan-3-yl)-3-fluorophenyl)-6-bromoquinazoline